C(C)C(=O)C=1C=C(C=C(C1B(O)O)C(=O)CC)C1=CC=CC=C1 3,5-diethyl-carbonyl-4-biphenyl-boronic acid